FC(C=1C=C(C=C(C1)C(F)(F)F)C(C(=O)N(C)C=1C(=C2C(=NC1)N(N=C2)CC)C2=C(C=C(C=C2)F)OC)(C)C)(F)F 2-(3,5-bis-trifluoromethyl-phenyl)-N-[1-ethyl-4-(4-fluoro-2-methoxy-phenyl)-1H-pyrazolo[3,4-b]pyridin-5-yl]-N-methyl-isobutyramide